1-hydrazino-1,2,3,4-tetrahydronaphthalene-1-carboxylic acid methyl ester COC(=O)C1(CCCC2=CC=CC=C12)NN